2-[(1R)-1-ethyl-1,3-dioxo-isothiazolo[4,5-b]pyridin-6-yl]oxy-2-methyl-propanenitrile C(C)S1(NC(C2=NC=C(C=C21)OC(C#N)(C)C)=O)=O